ClC=1C=C(C=CC1F)NC1=NC=NC2=CC(=C(C=C12)NC(C=C)=O)OCCCN1CCN(CC1)CC=1C=C2CN(C(C2=CC1F)=O)C1C(NC(CC1)=O)=O N-(4-((3-chloro-4-fluorophenyl)amino)-7-(3-(4-((2-(2,6-dioxopiperidin-3-yl)-6-fluoro-1-oxoisoindolin-5-yl)methyl)piperazin-1-yl)propoxy)quinazolin-6-yl)acrylamide